2-(5-(trifluoromethyl)pyrimidin-2-yl)-5,6-dihydro-[1,2,4]triazolo[1,5-a]pyrazine FC(C=1C=NC(=NC1)C1=NN2C(C=NCC2)=N1)(F)F